C(C(=C)C)(=O)OCCC1=CC=C(C=C1)NC1=CC=C(C=2C(C3=CC=CC=C3C(C12)=O)=O)NC1=CC=C(C=C1)CCOC(C(=C)C)=O 1,4-bis(4-(2-methacryloxyethyl)phenylamino)-anthraquinone